ClC=1C=C(C(=NC1)N1CCC(CCC1)(F)F)C(=O)NC1=CC(=NC=C1)S(N)(=O)=O 5-chloro-2-(4,4-difluoroazepan-1-yl)-N-(2-sulfamoyl-4-pyridyl)pyridine-3-carboxamide